O1C=C(C2=C1C=CC=C2)C[C@H](NS(=O)(=O)C2C1C=CC(C2)O1)B(O)O ((1R)-2-(benzofuran-3-yl)-1-(7-oxabicyclo[2.2.1]hept-5-ene-2-sulfonylamino)ethyl)boronic acid